ClC1=C2C(N(C=NC2=CC=C1O)C1CCC2(C1)CCN(CC2)C(=O)OC(C)(C)C)=O tert-butyl 3-(5-chloro-6-hydroxy-4-oxo-quinazolin-3-yl)-8-azaspiro[4.5]decane-8-carboxylate